6-(1,4-dimethyl-1H-1,2,3-triazol-5-yl)-1-methyl-4-(4,4,4-trifluoro-1-(oxazol-4-yl)butyl)-1,4-dihydropyrazolo[3',4':4,5]pyrrolo[3,2-b]pyridine-3-carboxylic acid Methyl ester COC(=O)C1=NN(C2=C1N(C=1C2=NC=C(C1)C1=C(N=NN1C)C)C(CCC(F)(F)F)C=1N=COC1)C